S1N=NC2=C1C=CC=C2 benzo[d]thiadiazole